OC1=C(C(=O)N(C)C)C=CC=C1NC1=C(C(C1=O)=O)N(CC1CCSCC1)C=1OC(=CC1)C 2-hydroxy-N,N-dimethyl-3-(2-((5-methylfuran-2-yl)(tetrahydro-2H-thiopyran-4-yl)methylamino)-3,4-dioxocyclobut-1-enylamino)benzamide